C1(=CC=CC=C1)P(C1=CC=CC=C1)C1=CC=CC=C1.[Cu+2].CC=1C=C(C=CC1OC)C(CC)C1=C(C=C(O)C=C1)O 4-[1-(3-methyl-4-methoxyphenyl)propyl]resorcinol copper (II) compound with triphenylphosphine